(6Z)-6-dodecenyl acetate C(C)(=O)OCCCCC\C=C/CCCCC